C1(CC1)C1=CC(=C(C=C1)NC1=CC(=NC=C1C(=O)NOCC(F)(F)F)NC1=NC(=CC=C1)F)N(S(=O)(=O)C)C 4-((4-cyclopropyl-2-(N-methyl-methanesulfonamido)-phenyl)amino)-6-((6-fluoro-pyridin-2-yl)amino)-N-(2,2,2-trifluoroethoxy)nicotinamide